C1=CC=CC=2C3=CC=CC(=C3CC12)C(=O)O fluorene-8-carboxylic acid